C(#N)C=1C=C(OCCCCC(=O)O)C=C(C1)C#N 5-(3,5-dicyanophenoxy)pentanoic acid